9-fluorenylmethyl-succinimidyl carbonate C(ON1C(C(CC1=O)CC1C2=CC=CC=C2C=2C=CC=CC12)=O)([O-])=O